ClC=1C=C(C=CC1N1CCC2(CCCO2)CC1)CN1[C@@H]2[C@H](C[C@H]1CC2)NC(OC(C)(C)C)=O |r| tert-butyl N-[rac-(1S,2S,4R)-7-[[3-chloro-4-(1-oxa-8-azaspiro[4.5]decan-8-yl)phenyl]methyl]-7-azabicyclo[2.2.1]heptan-2-yl]carbamate